ON(CC1=CC=CC=C1)C(C1=CC=CC=C1)P(C1=CC=CC=C1)(C1=CC=CC=C1)=O (((hydroxy)benzylamino)(phenyl)methyl)diphenylphosphine oxide